methyl (S)-3-iodo-7-((3-methylpiperidin-1-yl)methyl)-1H-pyrrolo[3,2-b]pyridine-5-carboxylate IC1=CNC=2C1=NC(=CC2CN2C[C@H](CCC2)C)C(=O)OC